(7R,14R)-1-(difluoromethoxy)-11-((S)-4-methoxy-3-methylbut-1-yn-1-yl)-6-(methyl-d3)-6,7-dihydro-7,14-methanobenzo[f]benzo[4,5]imidazo[1,2-a][1,4]diazocin-5(14H)-one FC(OC1=CC=CC=2C(N([C@H]3C=4N([C@@H](C21)C3)C3=C(N4)C=CC(=C3)C#C[C@@H](COC)C)C([2H])([2H])[2H])=O)F